ClC=1C=C2C(=CN1)N(N=C2C(C)(N)C2CCCC2)CC(F)F 1-(5-chloro-1-(2,2-difluoroethyl)-1H-pyrazolo[3,4-c]pyridin-3-yl)-1-cyclopentylethane-1-amine